C(C)(C)(C)OC(=O)N(CCCN1C(=NC2=C1C(=CC=C2)B(O)O)C)C [3-[3-[tert-butoxycarbonyl(methyl)amino]propyl]-2-methyl-benzimidazol-4-yl]boronic acid